2-Bromo-N-(3-hydroxyphenyl)acrylamide BrC(C(=O)NC1=CC(=CC=C1)O)=C